(2-chloro-7,8-dihydrobenzofuro[5,4-D]thiazol-7-yl)methanol ClC=1SC2=C(N1)C=CC1=C2CC(O1)CO